CC(=CC=CC=CCO)CCC=C(CCC=C(C)C)C 7,11,15-trimethylhexadeca-2,4,6,10,14-pentaen-1-ol